(R)-1-(4-(2-(6-((R)-3-aminopiperidine-1-carbonyl)-4-methoxy-3-methylpyrazolo[1,5-a]pyridin-2-yl)-1-(cyclopropylmethyl)-1H-indol-7-yl)piperidin-1-yl)-2-methoxypropan-1-one N[C@H]1CN(CCC1)C(=O)C=1C=C(C=2N(C1)N=C(C2C)C=2N(C1=C(C=CC=C1C2)C2CCN(CC2)C([C@@H](C)OC)=O)CC2CC2)OC